(S)-3-chloro-4-((3,5-difluoropyridin-2-yl)methoxy)-2'-((S)-3-hydroxy-2,3-dihydrobenzofuran-7-yl)-5',6-dimethyl-2H-[1,4'-bipyridinyl]-2-one ClC=1C(N(C(=CC1OCC1=NC=C(C=C1F)F)C)C1=CC(=NC=C1C)C1=CC=CC=2[C@@H](COC21)O)=O